FC(C1=NC=C(C(N)=NO)C=C1)(F)F 6-(Trifluoromethyl)nicotinamidoxime